N-[1-[4-amino-6-carbamoyl-5-(2,3-dichlorophenyl)pyrimidin-2-yl]-4-methylpiperidin-4-yl]carbamic acid tert-butyl ester C(C)(C)(C)OC(NC1(CCN(CC1)C1=NC(=C(C(=N1)N)C1=C(C(=CC=C1)Cl)Cl)C(N)=O)C)=O